F[C@@H]1C[C@H](NC1)C(=O)NCCCCC1=CC=CC=C1 (2S,4R)-4-fluoro-N-(4-phenylbutyl)pyrrolidine-2-carboxamide